C[Si](CCOCN1C=C(C=2C1=NC=CC2N2C[C@H](CCC2)N2CCCC2)C=2C=NC=NC2)(C)C trimethyl-[2-[[3-pyrimidin-5-yl-4-[(3S)-3-pyrrolidin-1-yl-1-piperidyl]pyrrolo[2,3-b]pyridin-1-yl]methoxy]ethyl]silane